OC1(OC=2C=C(C=C(C2C(C1O)=O)O)O)C1=CC=C(O)C=C1 2-hydroxykaempferol